(2,4-difluoro-3-(3-(1-methyl-1H-pyrazol-4-yl)-1H-pyrazolo[3,4-c]pyridin-5-yl)phenyl)-N-methylmethanamine FC1=C(C=CC(=C1C=1C=C2C(=CN1)NN=C2C=2C=NN(C2)C)F)CNC